tert-Butyl-(5S)-2-{[5-chloro-6-(trifluoromethyl)pyridin-3-yl]methyl}-3-oxo-2,3,5,6,7,8-hexahydro[1,2,4]triazolo[4,3-a]pyridine-5-carboxylate C(C)(C)(C)OC(=O)[C@@H]1CCCC=2N1C(N(N2)CC=2C=NC(=C(C2)Cl)C(F)(F)F)=O